N-(2-bromo-4-methylbenzyl)-2,2-dimethoxyethan-1-amine BrC1=C(CNCC(OC)OC)C=CC(=C1)C